C(C)OB(O)O.C12(C(C1)C(=O)N)C1CCC(CC2)N1 (8-azaspiro[bicyclo[3.2.1]octane-2,1'-cyclopropane]-2'-carboxamide) ethylborate